O1CCN(CC1)CC1CC2(C(NC3=CC=CC=C23)=O)CO1 5-(morpholinomethyl)-4,5-dihydro-2H-spiro[furan-3,3'-indolin]-2'-one